C(C1=CC=CC=C1)O[C@@H]1C(N(CC1)C[C@@H](CO)NC(OC(C)(C)C)=O)=O tert-butyl ((S)-1-((S)-3-(benzyloxy)-2-oxopyrrolidin-1-yl)-3-hydroxypropan-2-yl)carbamate